[Ag].[Sb]=[Te] antimony telluride silver